1-(((5R,7S)-7-(fluoromethyl)-3-(5-(2-hydroxy-prop-2-yl)pyrazin-2-yl)-2-oxo-1-oxa-3-azaspiro[4.5]decan-7-yl)methyl)-1H-benzo[d]imidazole-6-carbonitrile FC[C@@]1(C[C@@]2(CN(C(O2)=O)C2=NC=C(N=C2)C(C)(C)O)CCC1)CN1C=NC2=C1C=C(C=C2)C#N